tert-butyl 3-nitro-5,7-dihydropyrrolo[3,4-b]pyridine-6-carboxylate [N+](=O)([O-])C=1C=C2C(=NC1)CN(C2)C(=O)OC(C)(C)C